di(octyl)amine C(CCCCCCC)NCCCCCCCC